2-(2-fluoro-6-vinylphenyl)-2-hydroxyacetylhydrazine FC1=C(C(=CC=C1)C=C)C(C(=O)NN)O